azepane-1-carboxamide N1(CCCCCC1)C(=O)N